C(C)(C)(C)C1=CC(=C(C(=C1)C(C)C)O)C(C)C 4-(tert-Butyl)-2,6-diisopropylphenol